OC=1C=C2C=C3C(CCCC3=CC2=CC1)C=O 6-hydroxy-2,3-dihydro-1H-anthracene-4-formaldehyde